4'-chloro-9'-(1'-(2-hydroxyethyl)-[1,4'-bipiperidin]-4-yl)-5'H-spiro[cyclohexane-1,7'-indolo[1,2-a]quinazolin]-5'-one ClC=1C=2C(N=C3N(C2C=CC1)C1=CC=C(C=C1C31CCCCC1)C1CCN(CC1)C1CCN(CC1)CCO)=O